NC1=NC=NC2=CC=C(C=C12)CC(=O)N1[C@@H](C[C@H](C1)F)C(=O)NCC1=C(C(=CC=C1)Cl)F (2S,4R)-1-(2-(4-aminoquinazolin-6-yl)acetyl)-N-(3-chloro-2-fluorophenylmethyl)-4-fluoropyrrolidine-2-carboxamide